5-(4,6-dichloroindolin-1-yl)sulfonylisoquinolin-1-ol dioctyl-sulfosuccinate triethanolamine salt N(CCO)(CCO)CCO.C(CCCCCCC)C(C(C(=O)O)S(=O)(=O)O)(C(=O)O)CCCCCCCC.ClC1=C2CCN(C2=CC(=C1)Cl)S(=O)(=O)C1=C2C=CN=C(C2=CC=C1)O